ClC=1C(=C(C(=CC1Cl)Cl)OC(C(=O)OC1=C(C(=C(C=C1Cl)Cl)Cl)C(=O)OCCC1=CC(=CC=C1)C)=O)C(=O)OCCC1=CC(=CC=C1)C bis(3,4,6-trichloro-2-{[2-(3-methylphenyl)ethoxy]carbonyl} phenyl)oxalate